(M)-(1S,9S)-6-(5-hydroxy-2-methylphenyl)-4-(2-(2-propenoyl)-2,6-diazaspiro[3.4]octan-6-yl)-3-azatricyclo[7.1.1.02,7]undeca-2,4,6-triene-5-carbonitrile OC=1C=CC(=C(C1)C=1C(=C(N=C2C3CC(CC12)C3)N3CC1(CN(C1)C(C=C)=O)CC3)C#N)C